(S)-2-(2-(2-(methoxymethyl)isonicotinyl)-6-(3-methyl-1H-pyrrolo[2,3-b]pyridin-5-yl)-1,2,3,4-tetrahydroisoquinolin-8-yl)pyrrolidine-1-carboxylic acid tert-butyl ester C(C)(C)(C)OC(=O)N1[C@@H](CCC1)C=1C=C(C=C2CCN(CC12)CC1=CC(=NC=C1)COC)C=1C=C2C(=NC1)NC=C2C